S1C=C(N=CC=C1)C(=O)O [1,4]Thiazepine-3-Carboxylic Acid